methyl 4-bromo-2H-indazole-7-carboxylate BrC=1C2=CNN=C2C(=CC1)C(=O)OC